C(C)OC(=C)C1=NC=C(C(=O)N(C)C)C=C1 6-(1-ethoxyvinyl)-N,N-dimethyl-nicotinamide